BrC1=CC(=C(C=C1F)N1C(C=CC2=CC(=CC=C12)S(=O)(=O)[O-])=O)OC 1-(4-Bromo-5-fluoro-2-methoxyphenyl)-2-oxo-1,2-dihydroquinoline-6-sulfonate